tert-butyl 4-(4-(2-butyl-1-oxo-1,2-dihydro-2,7-naphthyridin-4-yl)-2,6-difluorophenoxy)piperidine-1-carboxylate C(CCC)N1C(C2=CN=CC=C2C(=C1)C1=CC(=C(OC2CCN(CC2)C(=O)OC(C)(C)C)C(=C1)F)F)=O